CS(=O)C1=C(C(=O)N)C=CC=C1 2-(methanesulfinyl)benzamide